FC(OC1=C(C=C(C=C1)SC(C)C)C1=NN(C=C1NC(=O)C=1C=NN2C1N=CC=C2)CC(=O)N2CCN(CC2)CCCO)F N-[3-[2-(difluoromethoxy)-5-isopropylsulfanyl-phenyl]-1-[2-[4-(3-hydroxypropyl)piperazin-1-yl]-2-oxo-ethyl]pyrazol-4-yl]pyrazolo[1,5-a]pyrimidine-3-carboxamide